CC1=CC=CC=C1CO[C@@H]2C[C@]3(CC[C@@]2(O3)C)C(C)C (+)-2-exo-(2-methylbenzyloxy)-1-methyl-4-isopropyl-7-oxabicyclo[2.2.1]Heptane